CN(C)CC=1C(=C(C=CC1)CN(C)C)CN(C)C tris(dimethylaminomethyl)benzene